aluminum benzene C1=CC=CC=C1.[Al]